C(C)(=O)OC=1C(=NC=CC1OC)C(=S)N[C@@H](C)C(=O)O[C@H]([C@@H](C1=CC=CC=C1)C1CCCC1)C (1R,2S)-1-cyclopentyl-1-phenylpropan-2-yl (3-acetoxy-4-methoxypyridine-2-carbonothioyl)-Z-alaninate